4-[(2R)-2-methylmorpholin-4-yl]-2-[(2S)-2-(1-methyl-1-phenylethyl)pyrrolidin-1-yl]-1H-pyrimidin-6-one C[C@@H]1CN(CCO1)C=1N=C(NC(C1)=O)N1[C@@H](CCC1)C(C)(C1=CC=CC=C1)C